C(CC=O)CC(C(=O)O)N The molecule is an alpha-amino acid consisting of lysine having an oxo group in place of the side-chain amino group. It is a tautomer of an allysine zwitterion.